C1(CCCCC1)NC(=O)N1CCC(CC1)CN1[C@@H]([C@H]([C@@H]([C@H](C1)O)O)O)CO N-cyclohexyl-4-(((2R,3R,4R,5S)-3,4,5-trihydroxy-2-(hydroxymethyl)piperidin-1-yl)methyl)piperidine-1-carboxamide